CN1[C@@H]([C@H](CC1=O)C(=O)NCCCOCCCNC(CCCC(=O)N)=O)C=1C=NC=CC1 N5-(3-(3-((2S,3S)-1-methyl-5-oxo-2-(pyridin-3-yl)pyrrolidine-3-carboxamido)propoxy)propyl)glutaramide